N-(3-fluoro-4-((3-iodo-1-(4-methoxybenzyl)-1H-pyrazolo[3,4-b]pyridin-4-yl)oxy)phenyl)-1-(4-fluorophenyl)-2,5-dioxo-1,2,5,6,7,8-hexahydro-quinoline-3-carboxamide FC=1C=C(C=CC1OC1=C2C(=NC=C1)N(N=C2I)CC2=CC=C(C=C2)OC)NC(=O)C=2C(N(C=1CCCC(C1C2)=O)C2=CC=C(C=C2)F)=O